ClC=1N=C(C2=C(N1)N(C=C2F)S(=O)(=O)C2=CC=C(C)C=C2)Cl 2,4-dichloro-5-fluoro-7-tosyl-7H-pyrrolo[2,3-d]pyrimidine